CS(=O)(=O)C=1C=C(C(=O)N[C@@H](C)C2=NC=NN2C=2N=CC=NC2)C=C(C1)OC(F)(F)F 5-(5-{(1S)-1-[3-(Methylsulfonyl)-5-(trifluoromethoxy)benzamido]ethyl}-1H-1,2,4-triazol-1-yl)pyrazin